3-bromo-6-[4-(4-fluoro-3-methoxy-phenyl)-5-(methoxymethyl)-1,2,4-triazol-3-yl]-8-methyl-imidazo[1,2-a]pyridine BrC1=CN=C2N1C=C(C=C2C)C2=NN=C(N2C2=CC(=C(C=C2)F)OC)COC